N-(1-cyanocyclopropyl)-4-(5-(difluoromethyl)-1,3,4-thiadiazol-2-yl)-2-methyl-8-(2-oxa-7-azaspiro[3.5]nonan-7-yl)quinazoline-6-sulfonamide C(#N)C1(CC1)NS(=O)(=O)C=1C=C2C(=NC(=NC2=C(C1)N1CCC2(COC2)CC1)C)C=1SC(=NN1)C(F)F